(R)-chloropropene ClC=CC